1,4-bis(4-nitro-2-trifluoromethyl-phenoxy)benzene [N+](=O)([O-])C1=CC(=C(OC2=CC=C(C=C2)OC2=C(C=C(C=C2)[N+](=O)[O-])C(F)(F)F)C=C1)C(F)(F)F